3-[(5R)-3-bromo-4,5-dihydroisoxazol-5-yl]-N-methyl-4-[3-(trifluoromethyl)anilino]benzenesulfonamide BrC1=NO[C@H](C1)C=1C=C(C=CC1NC1=CC(=CC=C1)C(F)(F)F)S(=O)(=O)NC